1-phenyl-1H-pyrazolo[4,3-c]quinoline C1(=CC=CC=C1)N1N=CC=2C=NC=3C=CC=CC3C21